(S)-1-(2-((tert-butyldiphenylsilyl)oxy)ethyl)aziridine-2-carboxylic acid benzyl ester C(C1=CC=CC=C1)OC(=O)C1[N@@](C1)CCO[Si](C1=CC=CC=C1)(C1=CC=CC=C1)C(C)(C)C